methoxycarbonylmethyl 1,3-propanedisulfonate C(CCS(=O)(=O)[O-])S(=O)(=O)OCC(=O)OC